CC1(C(C2=CC=C(C=C2C1)C1=CC(=CC=C1)OCCC)NC(O[C@@H]1CN2CCC1CC2)=O)C (S)-quinuclidin-3-yl (2,2-dimethyl-5-(3-propoxyphenyl)-2,3-dihydro-1H-inden-1-yl)carbamate